C(C1=CC=CC=C1)SC1=NC2=C(N1C[C@H]1OCCC1)C=C(C=C2)C(=O)OC methyl (S)-2-(benzylsulfanyl)-1-((tetrahydrofuran-2-yl) methyl)-1H-benzo[d]imidazole-6-carboxylate